C(C)(C)(C)N1CCN(CC1)C=1C=C(C=CC1)C1=NC=CC(=C1N)Cl 2-(3-(4-(tert-Butyl)piperazin-1-yl)phenyl)-4-chloropyridin-3-amine